C1(=CC=CC=C1)P(C1=C(C=C(C=C1)OC)S(=O)(=O)F)C1=CC=CC=C1 2-(diphenylphosphino)-5-methoxybenzenesulfonyl fluoride